FC(C(=O)N1CC(C1)(N1N=C(C=2C1=NC=CC2)C2=CC=C(C=C2)C(F)(F)F)O)=C 2-fluoro-1-(3-hydroxy-3-(3-(4-(trifluoromethyl)phenyl)-1H-pyrazolo[3,4-b]pyridin-1-yl)azetidin-1-yl)prop-2-en-1-one